O.Cl.[C@H]1(OCCN2N=C3C=CC=CC3=C21)CNC (S)-1-(3,4-dihydro-1H-[1,4]oxazino[4,3-b]indazol-1-yl)-N-methylmethanamine hydrochloride hydrate